2-ethyl-4-(4,4,5,5-tetramethyl-1,3,2-dioxaborolan-2-yl)benzaldehyde C(C)C1=C(C=O)C=CC(=C1)B1OC(C(O1)(C)C)(C)C